C(C)OC(=O)C1=CN(C=CC1=O)C1C(CCC1OC=1C(=NC(=C(C1)OCCCOC)Cl)I)(C)C 1-(5-((6-chloro-2-iodo-5-(3-methoxypropoxy)pyridin-3-yl)oxy)-2,2-dimethylcyclopentyl)-4-oxo-1,4-dihydropyridine-3-carboxylic acid ethyl ester